urs-12-ene-3β,28-diol C[C@@H]1CC[C@@]2(CC[C@@]3(C(=CC[C@H]4[C@]3(CC[C@@H]5[C@@]4(CC[C@@H](C5(C)C)O)C)C)[C@@H]2[C@H]1C)C)CO